(S)-5-(4-chlorophenyl)-3-(3-methyl-1H-indazol-5-yl)-5,6,7,8-tetrahydro-[1,2,4]triazolo[4,3-a]pyrazine ClC1=CC=C(C=C1)[C@H]1CNCC=2N1C(=NN2)C=2C=C1C(=NNC1=CC2)C